galactose diacetate C(C)(=O)O.C(C)(=O)O.O=C[C@H](O)[C@@H](O)[C@@H](O)[C@H](O)CO